(±)-5-(2-Ethoxy-3-pyridyl)-1-propyl-N-[tetrahydrofuran-3-yl]pyrazolo[4,3-b]pyridin-7-amine C(C)OC1=NC=CC=C1C1=CC(=C2C(=N1)C=NN2CCC)N[C@H]2COCC2 |r|